C1(CC1)[C@]1(C(N(C[C@H]1C)C=1C=2N(N=CC1)C=C(C2)C2=CNC1=NC=CC=C12)=O)C#N (3R,4S)-3-cyclopropyl-4-methyl-2-oxo-1-[6-(1H-pyrrolo[2,3-b]pyridin-3-yl)pyrrolo[1,2-b]pyridazin-4-yl]pyrrolidine-3-carbonitrile